[N].[N].N1=CC=NC=C1 pyrazine dinitrogen